pyrazolyl-copper N1N=C(C=C1)[Cu]